Cl.CN(C(=N)NC(=N)N)C 1,1-dimethyl-biguanide hydrochloride